CN1CC2C(N(C=3C=CC(=CC23)C)C(\C=C\C2=CC=C(C=C2)OC)=O)CC1 (E)-1-(2,8-dimethyl-1,2,3,4,4a,9b-hexahydro-5H-pyrido[4,3-b]indol-5-yl)-3-(4-methoxyphenyl)prop-2-en-1-one